(2-methoxy-5-methylphenyl)-5-(tetrahydro-2H-pyran-4-yl)-4-(4-(trifluoromethyl)phenyl)-4,5-dihydropyrrolo[3,4-c]pyrazol-6(2H)-one COC1=C(C=C(C=C1)C)N1N=C2C(=C1)C(N(C2=O)C2CCOCC2)C2=CC=C(C=C2)C(F)(F)F